O=C1N(C(C2=CC=CC=C12)=O)C1(CC(C(C1)OS(=O)(=O)C(F)(F)F)F)C(=O)OCC ethyl 1-(1,3-dioxoisoindolin-2-yl)-3-fluoro-4-(((trifluoromethyl)sulfonyl)oxy)cyclopentane-1-carboxylate